N-(((tert-butyldimethylsilyl)amino)(4-(((tert-butyldimethylsilyl)oxy)methyl)-2-(2-hydroxy-propan-2-yl)thiazol-5-yl)(oxo)-λ6-sulfaneylidene)-2-(4-fluoro-2,6-diisopropylphenyl)acetamide [Si](C)(C)(C(C)(C)C)NS(=NC(CC1=C(C=C(C=C1C(C)C)F)C(C)C)=O)(=O)C1=C(N=C(S1)C(C)(C)O)CO[Si](C)(C)C(C)(C)C